1-(3,5-difluoropyridin-4-yl)-N-(6-methylpyrimidin-4-yl)-1H-pyrazolo[4,3-c]pyridin-6-amine FC=1C=NC=C(C1N1N=CC=2C=NC(=CC21)NC2=NC=NC(=C2)C)F